C1(CCCCC1)NC1=N\C(\C(N1C)=O)=C/C=1C=C2C=CC=NC2=CC1 (5Z)-2-(Cyclohexylamino)-3-methyl-5-(quinolin-6-ylmethylene)imidazol-4-one